2-bromo-1-((2R,4aS,4bR,6aS,7S,7aS,8aR,8bR,8cR,10aR)-2-hydroxy-2,6a-dimethyloctadecahydrocyclopenta[4,5]cyclopenta[1,2-a]phenanthren-7-yl)ethane-1-one BrCC(=O)[C@H]1[C@@H]2[C@H](C3[C@@]1(CC[C@@H]1[C@H]4CC[C@@](CC4CCC31)(C)O)C)CCC2